1-[1-benzyl-5-(trifluoromethoxy)indol-3-yl]-2-(4-chloro-2-methoxy-phenyl)ethane-1,2-dione C(C1=CC=CC=C1)N1C=C(C2=CC(=CC=C12)OC(F)(F)F)C(C(=O)C1=C(C=C(C=C1)Cl)OC)=O